methyl 4-amino-2-(4-(tert-butyl) phenyl)-6-methylpyrimidine-5-carboxylate NC1=NC(=NC(=C1C(=O)OC)C)C1=CC=C(C=C1)C(C)(C)C